6-((4-methylpentan-2-yl)carbamoyl)picolinic acid CC(CC(C)NC(=O)C1=CC=CC(=N1)C(=O)O)C